3,4-dichlorophenyl-magnesium chloride ClC=1C=C(C=CC1Cl)[Mg]Cl